1-[2-(3-azabicyclo[3.2.0]heptan-3-yl)ethyl]-4-[3-(1-ethyl-3-methyl-1H-pyrazol-5-yl)-1H-1,2,4-triazol-5-yl]-1H-indazole-6-carboxamide C12CN(CC2CC1)CCN1N=CC2=C(C=C(C=C12)C(=O)N)C1=NC(=NN1)C1=CC(=NN1CC)C